5-(prop-2-yn-1-ylamino)pyridinecarbonitrile C(C#C)NC=1C=CC(=NC1)C#N